di-tert-butyl (2R,4R)-4-((6-chloro-3-fluoro-4-(1-hydroxy-2-methylpropyl)-pyridin-2-yl)methyl)-2-methylpiperidine-1,4-dicarboxylate ClC1=CC(=C(C(=N1)C[C@@]1(C[C@H](N(CC1)C(=O)OC(C)(C)C)C)C(=O)OC(C)(C)C)F)C(C(C)C)O